2-(4-(4-isopropyl-5-(8-methyl-[1,2,4]triazolo[1,5-a]pyridin-6-yl)-1H-pyrazol-3-yl)piperidin-1-yl)-N,N-dimethylacetamide C(C)(C)C=1C(=NNC1C=1C=C(C=2N(C1)N=CN2)C)C2CCN(CC2)CC(=O)N(C)C